2-amino-6-(2-hydroxyethyl)-3,7-dihydro-4H-pyrrolo[2,3-d]Pyrimidin-4-one NC=1NC(C2=C(N1)NC(=C2)CCO)=O